5-(4-cyclohexylbutoxy)-6-nitro-N-carboxymethyl-isoindoline-1,3-dione C1(CCCCC1)CCCCOC=1C=C2C(N(C(C2=CC1[N+](=O)[O-])=O)CC(=O)O)=O